(1-cyclopropyl-3-(3-fluorophenyl)-1H-indazol-6-yl)(4-(1-(difluoromethyl)-1H-benzo[d]imidazol-2-yl)piperidin-1-yl)methanone C1(CC1)N1N=C(C2=CC=C(C=C12)C(=O)N1CCC(CC1)C1=NC2=C(N1C(F)F)C=CC=C2)C2=CC(=CC=C2)F